BrC=1C=C2C=C(N=CC2=CC1Cl)NC(=O)C12COC(C1)(C2)C N-(6-bromo-7-chloroisoquinolin-3-yl)-1-methyl-2-oxabicyclo[2.1.1]hexane-4-carboxamide